tert-butyl (4S)-2-chloro-4-{[(R)-2-methylpropane-2-sulfinyl]amino}-4,6-dihydrospiro[cyclopenta[d][1,3]thiazole-5,4'-piperidine]-1'-carboxylate ClC=1SC2=C(N1)[C@H](C1(CCN(CC1)C(=O)OC(C)(C)C)C2)N[S@](=O)C(C)(C)C